CC=1C=CC(=C(OCC2=NNC(N2CC2=CC=CC=C2)SCC(=O)NC2=CC=C(C=C2)Cl)C1)C(C)C 2-{[3-[[5-methyl-2-(propane-2-yl)phenoxy]methyl]-4-benzyl-4,5-dihydro-1H-1,2,4-triazole-5-yl]sulfanyl}-N-(4-chlorophenyl)acetamide